(S)-2-((tert-Butoxycarbonyl)amino)-3-(4-phenoxyphenyl)propanoic acid C(C)(C)(C)OC(=O)N[C@H](C(=O)O)CC1=CC=C(C=C1)OC1=CC=CC=C1